2-(4-((2-Azaspiro[3.3]heptan-2-yl)methyl)-6-(trifluoromethyl)pyridin-2-yl)-6-(3-((4-methyl-4H-1,2,4-triazol-3-yl)methyl)oxetan-3-yl)isoindolin-1-one C1N(CC12CCC2)CC2=CC(=NC(=C2)C(F)(F)F)N2C(C1=CC(=CC=C1C2)C2(COC2)CC2=NN=CN2C)=O